3-(4-chlorophenyl)prop-2-yn-1-ol ClC1=CC=C(C=C1)C#CCO